FC=1C=C2C=3CCC/C(/C3NC2=CC1F)=N\CCC=1C=CSC1 (E)-6,7-difluoro-N-(2-(thiophen-4-yl)ethyl)-2,3,4,9-tetrahydro-1H-carbazole-1-imine